methyl 2-vinyl-[1,2,4]triazolo[1,5-a]pyridine-7-carboxylate C(=C)C1=NN2C(C=C(C=C2)C(=O)OC)=N1